CN(C1=CC=C(C=C1)C(C(C)(C)O)=O)C 1-(4-dimethylaminophenyl)-2-hydroxy-2-methylpropan-1-one